5-(4-benzyloxypyrimidin-2-yl)-4-cyclopropyl-6-methoxy-pyrimidine C(C1=CC=CC=C1)OC1=NC(=NC=C1)C=1C(=NC=NC1OC)C1CC1